3-(4-(2-((6-(5-(2-ethoxyphenoxy)pyridin-3-yl)pyrazin-2-yl)amino)-2-oxoethyl)phenyl)-2,2-dimethylpropanoic acid C(C)OC1=C(OC=2C=C(C=NC2)C2=CN=CC(=N2)NC(CC2=CC=C(C=C2)CC(C(=O)O)(C)C)=O)C=CC=C1